FC(C(=O)N([C@H]1[C@@H](C1)/C(=C/C1=CC=CC=C1)/CC)C1CC2(CN(C2)CC(C)(C)O)C1)(F)F 2,2,2-trifluoro-N-(2-(2-hydroxy-2-methylpropyl)-2-azaspiro[3.3]heptan-6-yl)-N-((1R,2S)-2-((E)-1-phenylbut-1-en-2-yl)cyclopropyl)acetamide